C1=CC(=CC=C1C[C@@H](C(=O)N[C@@H](CC(=O)O)C(=O)O)N)O The molecule is a dipeptide obtained by formal condensation of the carboxy group of L-tyrosine with the amino group of L-aspartic acid. It derives from a L-tyrosine and a L-aspartic acid.